BrC1=CC=C2[C@@]3(CC=4C(=NOC4C2=C1)N)[C@H]([C@@H]3F)C |o1:5,15,16| rel-(1R,2R,3S)-8'-bromo-3-fluoro-2-methyl-4'H-spiro[cyclopropane-1,5'-naphtho[2,1-d][1,2]oxazol]-3'-amine